2,2-Dimethyl-4-(3-methyl-2-oxo-1,3-benzoxazol-6-yl)-3-oxo-N-(4-phenylbutyl)piperazine-1-carboxamide CC1(N(CCN(C1=O)C1=CC2=C(N(C(O2)=O)C)C=C1)C(=O)NCCCCC1=CC=CC=C1)C